2-([2-(PYRROLIDIN-1-YL)PHENYL]CARBAMOYL)ACETIC ACID N1(CCCC1)C1=C(C=CC=C1)NC(=O)CC(=O)O